1-Aminoisoquinoline-7-carbonitrile NC1=NC=CC2=CC=C(C=C12)C#N